(R)-methyl 1-((2-aminopropyl)amino)thieno[3,2-f]quinoline-2-carboxylate N[C@@H](CNC1=C(SC=2C1=C1C=CC=NC1=CC2)C(=O)OC)C